NC1=NC2=CC=C(C=C2C=C1Br)C(=O)N([C@H](C)C1=NC=CC=N1)CC=1N=NC(=CC1)Cl 2-amino-3-bromo-N-((6-chloro-3-pyridazinyl)methyl)-N-((1R)-1-(2-pyrimidinyl)ethyl)-6-quinolinecarboxamide